8-(4-(2-cyclohexyl-2-propoxycarbonyl)phenyl)-tetracyclo[4.4.0.12,5.17,10]-3-dodecene C1(CCCCC1)C(C)(C)OC(=O)C1=CC=C(C=C1)C1C2C3C4C=CC(C3C(C1)C2)C4